NC1=C(C(=NN1C)C1CC2CC(CC2C1)CNC(C(C)(C)C1CCN(CC1)C(=O)OC(C)(C)C)=O)C(NC1=CC(=C(C=C1)F)Cl)=O tert-Butyl 4-(1-(((5-(5-amino-4-((3-chloro-4-fluorophenyl)carbamoyl)-1-methyl-1H-pyrazol-3-yl)octahydropentalen-2-yl)methyl)amino)-2-methyl-1-oxopropan-2-yl)piperidine-1-carboxylate